C(C)OC(=O)C1=CC(=NN1CC(C)(C)O)C 1-(2-hydroxy-2-methylpropyl)-3-methyl-1H-pyrazole-5-carboxylic acid ethyl ester